1-[2-(N,N-dimethylamino)ethyl]-4-[(4-methoxyphenyl)sulfinylmethyl]-1H-1,2,3-triazole CN(C)CCN1N=NC(=C1)CS(=O)C1=CC=C(C=C1)OC